C(C=C)(=O)NC=1C=C(C=CC1)B(O)O 3-(Acrylamido)phenylboronic acid